methyl 4-benzyloxy-3-[(5-bromo-2,4-difluoro-anilino)methyl]benzoate C(C1=CC=CC=C1)OC1=C(C=C(C(=O)OC)C=C1)CNC1=C(C=C(C(=C1)Br)F)F